CN1CCN(CC1)C(CC(=O)N)C(=O)N 3-(4-methylpiperazin-1-yl)-succinic acid diamide